C(CC1=CC=CC=C1)C1(C(=O)OC(C1)CC)CCC1=CC=CC=C1 α,α-diphenethyl-γ-caprolactone